C[C@@H]1N(C[C@H](N(C1)C(C)C=1C=C2N=CC=NC2=CC1)C)C=1C=2C(N(C(C1)=O)C)=CN(N2)CC#N 2-(7-((2S,5R)-2,5-dimethyl-4-(1-(quinoxalin-6-yl)ethyl)piperazin-1-yl)-4-methyl-5-oxo-4,5-dihydro-2H-pyrazolo[4,3-b]pyridin-2-yl)acetonitrile